2-(cyclopropylmethoxy)-4,6-bis(tosyloxy)benzoic acid C1(CC1)COC1=C(C(=O)O)C(=CC(=C1)OS(=O)(=O)C1=CC=C(C)C=C1)OS(=O)(=O)C1=CC=C(C)C=C1